C(C)C=1C(NC=2C=C(C=NC2C1)CN1CCN(CC1)C=1C=CC(=NC1)C(=O)NC[C@@H](C)O)=O (R)-5-(4-((7-Ethyl-6-oxo-5,6-dihydro-1,5-naphthyridin-3-yl)methyl)piperazin-1-yl)-N-(2-hydroxypropyl)pyridineamide